4-fluoro-4-methyl-cyclohexanone FC1(CCC(CC1)=O)C